3-bromo-N-methoxy-N-methyl-4-(trifluoromethyl)benzamide BrC=1C=C(C(=O)N(C)OC)C=CC1C(F)(F)F